C1(C=CC2=CC=CC=C12)C=1OCCN1 indenyl-oxazoline